methanesulfonic acid 2-{3-[2-(1-{[3,5-bis(difluoromethyl)-1H-pyrazol-1-yl] acetyl} piperidin-4-yl)-1,3-thiazol-4-yl]-4,5-dihydro-1,2-oxazol-5-yl}-3-chlorophenyl ester FC(C1=NN(C(=C1)C(F)F)CC(=O)N1CCC(CC1)C=1SC=C(N1)C1=NOC(C1)C1=C(C=CC=C1Cl)OS(=O)(=O)C)F